OC[C@H]1N(CCC1)C(=O)OCC1=CC=C(C=C1)NC(CNC(=O)OC(C)(C)C)=O [4-(2-{[(tert-butoxy)carbonyl]amino}acetamido)phenyl]methyl (2S)-2-(hydroxymethyl)pyrrolidine-1-carboxylate